6-isopropoxy-N-(4-(1-methyl-1H-pyrrol-3-yl)quinolin-8-yl)nicotinamide C(C)(C)OC1=NC=C(C(=O)NC=2C=CC=C3C(=CC=NC23)C2=CN(C=C2)C)C=C1